FC=1C=C(C=CC1S(=O)(=O)C)C1=NC2=C(N1)C=C(C=C2C)C2CCN(CC2)C2CC1CCC(C2)N1C(C)C 2-(3-Fluoro-4-(methylsulfonyl)phenyl)-6-(1-(8-isopropyl-8-azabicyclo[3.2.1]octan-3-yl)piperidin-4-yl)-4-methyl-1H-benzo[d]imidazol